N1(CCCCCC1)C1=C(C=C(C=C1)Br)C1=NC(=NO1)C1=CC=C(C=C1)C=1N(C=C(N1)C(F)(F)F)C 5-(2-(azepan-1-yl)-5-bromophenyl)-3-(4-(1-methyl-4-(trifluoromethyl)-1H-imidazol-2-yl)phenyl)-1,2,4-oxadiazole